ClC=1C=C(C=CC1Cl)C(C=1N=NNC1)(F)F 4-((3,4-dichlorophenyl)difluoromethyl)-1H-1,2,3-triazole